2-(4-nitrophenyl)-benzoxazole [N+](=O)([O-])C1=CC=C(C=C1)C=1OC2=C(N1)C=CC=C2